C(C)(=O)C1=C(C=C(C=C1)Cl)C1=CC(N(N=C1OCCO[Si](C)(C)C(C)(C)C)CC1=CC=C(C=C1)OC)=O 5-(2-acetyl-5-chlorophenyl)-6-(2-((tert-butyldimethylsilyl)oxy)ethoxy)-2-(4-methoxybenzyl)pyridazin-3(2H)-one